C(C)(C)C1=C(C(=CC(=C1)C(C)C)C(C)C)C1=C(C=C(C(=C1)C1=C(C=C(C=C1C(C)C)C(C)C)C(C)C)I)I 2,4-bis(2,4,6-triisopropylphenyl)-1,5-diiodobenzene